NC=1C=C(C=C(C1)C(F)(F)F)[C@@H](C)NC(=O)C1=NN(C(C=C1)=O)C1=CC(=CC=C1)S(=O)(=O)C N-[(1R)-1-[3-amino-5-(trifluoromethyl)phenyl]ethyl]-1-(3-methylsulfonylphenyl)-6-oxo-pyridazine-3-carboxamide